COS(=O)(=O)[O-].C(CCCCCCCCCCCCCCCCC)(=O)OCC[N+](C)(CCO)CCOC(CCCCCCCCCCCCCCCCC)=O N,N-bis(Stearoyl-oxyethyl)-N-(2-hydroxyethyl)-N-methyl-ammonium methylsulfat